P(=O)(O)(O)[O-].COCCO[Al+]OCCOC.[Na+].P(=O)(O)(O)[O-] sodium bis(2-methoxyethoxy)aluminum dihydrogen phosphate